CC(C(=O)OC(COC)CN1CCC(CC1)NC1=C2C=C(N(C2=CC=C1)CC(F)(F)F)C#CCNC1=C(C=C(C=C1)S(N)(=O)=O)OC)C 1-methoxy-3-{4-[(2-{3-[(2-methoxy-4-sulfamoylphenyl)amino]prop-1-yn-1-yl}-1-(2,2,2-trifluoroethyl)-1H-indol-4-yl)amino]piperidin-1-yl}propan-2-yl 2-methylpropanoate